methyl 2-[5-bromo-1-(cyclopropylmethyl)-1H-pyrrol-2-yl]-7-methoxy-1-methyl-1H-1,3-benzodiazole-5-carboxylate BrC1=CC=C(N1CC1CC1)C1=NC2=C(N1C)C(=CC(=C2)C(=O)OC)OC